(S)-1-(3-fluoro-5-(trifluoromethyl)pyridin-2-yl)ethan-1-ol FC=1C(=NC=C(C1)C(F)(F)F)[C@H](C)O